tert-butyl (3-(7-bromo-3-oxo-2,3-dihydro-4H-benzo[b][1,4]oxazin-4-yl)propyl)(methyl)carbamate BrC=1C=CC2=C(OCC(N2CCCN(C(OC(C)(C)C)=O)C)=O)C1